3-Fluoro-4-(7-fluoro-1H-pyrrolo[3,2-c]pyridin-4-yl)-N-(trans-4-hydroxy-4-methylcyclohexyl)benzamide FC=1C=C(C(=O)NC2CCC(CC2)(C)O)C=CC1C1=NC=C(C2=C1C=CN2)F